N1C(=NC=C1)[NH3+] imidazolylammonium